C(C)OC1=CC=C(C=C1)C(\C=C\C1=CC(=C(C=C1)OC)O)=O (E)-1-(4-Ethoxyphenyl)-3-(3-hydroxy-4-methoxyphenyl)prop-2-en-1-one